CC1=C2C=CN=CC2=C(C=C1)C 5,8-dimethylisoquinoline